[Ni](Cl)Cl Nickel(2+) chloride